tert-butyl ((5-carbamimidoyl-1H-pyrrolo[3,2-b]pyridin-2-yl)methyl)(methyl)carbamate acetate C(C)(=O)O.C(N)(=N)C1=CC=C2C(=N1)C=C(N2)CN(C(OC(C)(C)C)=O)C